2-methoxy-10-(4-methoxyphenyl)-10H-phenothiazine COC1=CC=2N(C3=CC=CC=C3SC2C=C1)C1=CC=C(C=C1)OC